CN1CC2(CCC1)NC(C=1N2C(C(=CC1C)NC1=CC(=NC=N1)NC(OC(C)(C)C)=O)=O)=O tert-butyl (6-((1',8-dimethyl-1,5-dioxo-1,5-dihydro-2H-spiro[imidazo[1,5-a]pyridine-3,3'-piperidin]-6-yl)amino)pyrimidin-4-yl)carbamate